4-chloromethyl-5-methyl-1,3-dioxol ClCC=1OCOC1C